COC1=CC=C(CN2N=C(C=3C(CCCC23)OCC2=CC=C(C=C2)OC)C(F)(F)F)C=C1 1-(4-methoxybenzyl)-4-((4-methoxybenzyl)oxy)-3-(trifluoromethyl)-4,5,6,7-tetrahydro-1H-indazole